(2R,3R,4R,5R,6R)-2-(acetoxymethyl)-6-allyl-4-azidotetrahydro-2H-pyran-3,5-diyl diacetate C(C)(=O)O[C@H]1[C@H](O[C@@H]([C@@H]([C@H]1N=[N+]=[N-])OC(C)=O)CC=C)COC(C)=O